N-(4-hydroxybutyryl)-gamma-aminopropyl-methyldiethoxysilane tertbutyl-5-hydroxylmethyl-3,4-dihydroisoquinoline-2(1H)carboxylate C(C)(C)(C)OC(=O)N1CC2=CC=CC(=C2CC1)CO.OCCCC(=O)NCCC[Si](OCC)(OCC)C